1-(((3S)-1-((3-cyano-1-azetidinyl)sulfonyl)-3-piperidinyl)carbonyl)-N-((1S)-1-(4-methylphenyl)ethyl)-D-prolinamide C(#N)C1CN(C1)S(=O)(=O)N1C[C@H](CCC1)C(=O)N1[C@H](CCC1)C(=O)N[C@@H](C)C1=CC=C(C=C1)C